C(C)OC(=O)C1=C(C=C(N1)C1=CC=C(C=C1)C=1CCN(CC1)C(=O)OC(C)(C)C)N1N=NC(=C1)C1=CC=C(C=C1)C(F)(F)F tert-Butyl 4-(4-(5-(ethoxycarbonyl)-4-(4-(4-(trifluoromethyl)phenyl)-1H-1,2,3-triazol-1-yl)-1H-pyrrol-2-yl)phenyl)-3,6-dihydropyridine-1(2H)-carboxylate